F[C@@H]1CN(CC[C@H]1OS(=O)(=O)C)C(=O)OC(C)(C)C tert-butyl (3R,4R)-3-fluoro-4-(methanesulfonyloxy)piperidine-1-carboxylate